Ethyl (R)-2-(3-(((2-methoxyethoxy)carbonyl)amino)piperidin-1-yl)thiazole-4-carboxylate COCCOC(=O)N[C@H]1CN(CCC1)C=1SC=C(N1)C(=O)OCC